5-Fluoro-1-(6-methoxy-3-(4-(pyrimidin-2-yl)piperazine-1-carbonyl)benzyl)quinazoline-2,4(1H,3H)-dione FC1=C2C(NC(N(C2=CC=C1)CC1=CC(=CC=C1OC)C(=O)N1CCN(CC1)C1=NC=CC=N1)=O)=O